COC1=NC(=NN2C1=C(C=C2)C=2C=C1N=CC=NC1=CC2)N[C@@H]2CC[C@H](CC2)C(C)(C)O 2-(trans-4-((4-Methoxy-5-(quinoxalin-6-yl)pyrrolo[2,1-f][1,2,4]triazin-2-yl)amino)cyclohexyl)propan-2-ol